1,4-cyclohexanedicarboxylic acid dianilid C1(CCC(CC1)C(=O)NC1=CC=CC=C1)C(=O)NC1=CC=CC=C1